(6aS,8S)-5-(4-(trifluoromethyl)phenyl)-6,6a,7,8,9,10-hexahydro-5H-pyrido[1,2-a]quinoxaline-8-carboxamide FC(C1=CC=C(C=C1)N1C[C@H]2N(C=3C=CC=CC13)CC[C@@H](C2)C(=O)N)(F)F